C(CCCC)OC1=C(C2=CC=CC=C2C=C1)B(O)O [2-(PENTYLOXY)NAPHTHALEN-1-YL]BORANEDIOL